C1(=C(C(=C(C(=C1[2H])[2H])[2H])[2H])[2H])CS(=O)(=O)OC1=C(O[C@@](C1=O)([2H])C1=C(C(=C(C(=C1[2H])[2H])C(F)(F)F)[2H])[2H])N (S)-2-amino-4-oxo-5-(4-(trifluoromethyl)phenyl-2,3,5,6-d4)-4,5-dihydrofuran-3-yl-5-d (phenyl-d5)methanesulfonate